FC1(C[C@@H](CN(C1)C=1C(=NC(=CC1)C=1N=NN(C1COC1=NC=CN(C1=O)CCC)C)C)CC(=O)O)F (S)-2-(5,5-difluoro-1-(2-methyl-6-(1-methyl-5-(((3-oxo-4-propyl-3,4-dihydropyrazin-2-yl)oxy)methyl)-1H-1,2,3-triazol-4-yl)pyridin-3-yl)piperidin-3-yl)acetic acid